Cl.Cl.CC1=C(C=CC(=N1)N[C@@H]1CNCC1)C1=NN(C(=N1)C(F)(F)F)C 6-Methyl-5-[1-methyl-5-(trifluoromethyl)-1H-1,2,4-triazol-3-yl]-N-[(3S)-pyrrolidin-3-yl]pyridin-2-amine, dihydrochloride